4-(4-fluorophenyl)-1-(6-(4-(methylsulfonyl)phenyl)pyrazin-2-yl)piperidin-4-ol FC1=CC=C(C=C1)C1(CCN(CC1)C1=NC(=CN=C1)C1=CC=C(C=C1)S(=O)(=O)C)O